N-(naphthalen-2-yl)prop-2-enamide C1=C(C=CC2=CC=CC=C12)NC(C=C)=O